2,4-Di-tertbutyl-phenol C(C)(C)(C)C1=C(C=CC(=C1)C(C)(C)C)O